Ethyl (4-methoxyphenyl)(oxo)acetate COC1=CC=C(C=C1)C(C(=O)OCC)=O